CN1C2=NCCCN2CCC1 7-methyl-1,5,7-triazabicyclo[4.4.0]-5-decene